1-(2-((4-((5-(3-(((S)-1-(1H-tetrazol-1-yl)propan-2-yl)oxy)-4-chlorophenyl)pyrimidin-2-yl)amino)-1-((1r,4r)-4-morpholinocyclohexyl)-1H-pyrazol-3-yl)oxy)ethyl)cyclopropan-1-ol N1(N=NN=C1)C[C@H](C)OC=1C=C(C=CC1Cl)C=1C=NC(=NC1)NC=1C(=NN(C1)C1CCC(CC1)N1CCOCC1)OCCC1(CC1)O